N-Bocglycine ethyl ester C(C)OC(CNC(=O)OC(C)(C)C)=O